N-(2-chloroethyl)-4-(1-((6-(((cyclobutylmethyl)amino)methyl)imidazo[1,2-a]pyridin-2-yl)Methyl)-1H-1,2,3-triazol-4-yl)-1H-indazol-6-amine ClCCNC1=CC(=C2C=NNC2=C1)C=1N=NN(C1)CC=1N=C2N(C=C(C=C2)CNCC2CCC2)C1